C(#N)C=1C=CC(=C2C=CC=NC12)N1CC=2N(N=C3C=C(C=CC23)N2CCN(CC2)C(=O)[O-])[C@@H](C1)C (R)-4-(2-(8-cyanoquinolin-5-yl)-4-methyl-1,2,3,4-tetrahydropyrazino[1,2-b]Indazol-8-yl)piperazine-1-carboxylate